CC1=CC=C(C=C1)S(=O)(=O)O.N[C@@H]1COCC1 (S)-3-aminotetrahydrofuran p-toluenesulfonate